C(C=C)(=O)NC1CCC(CC1)C(=O)O (1s,4s)-4-acrylamidocyclohexane-1-carboxylic acid